ClCC[NH-] N-(2-chloroethyl)amide